5-(3'-chloro-[1,1'-biphenyl]-2-yl)-9,9-dimethyl-9H-fluorene-2-carbonitrile ClC=1C=C(C=CC1)C1=C(C=CC=C1)C1=C2C=3C=CC(=CC3C(C2=CC=C1)(C)C)C#N